(5S,8R)-N-(3,4-dichlorophenyl)-1-fluoro-6,7,8,9-tetrahydro-5H-5,8-epiminocyclohepta[c]-pyridine-10-carboxamide ClC=1C=C(C=CC1Cl)NC(=O)N1[C@H]2CC[C@@H]1CC=1C(=NC=CC12)F